2-((3'-methoxy-3-(1-(pyridin-3-ylmethyl)-1H-pyrazol-3-yl)-[1,1'-biphenyl]-4-yl)amino)-N-methylethane-1-sulfonamide COC=1C=C(C=CC1)C1=CC(=C(C=C1)NCCS(=O)(=O)NC)C1=NN(C=C1)CC=1C=NC=CC1